(2,2,2-trifluoroacetyl)cysteine methyl ester COC([C@@H](NC(C(F)(F)F)=O)CS)=O